FC1(CN(CC1)C1=NC(=CC(=N1)C1=NN=C(S1)C1=C(C=C(C=C1)NS(=O)(=O)CCO)N1CCC2(CC2)CC1)C)F N-(4-(5-(2-(3,3-difluoropyrrolidin-1-yl)-6-methylpyrimidin-4-yl)-1,3,4-thiadiazol-2-yl)-3-(6-azaspiro[2.5]oct-6-yl)phenyl)-2-hydroxyethane-1-sulfonamide